(S)-3-(3-chloro-4-fluorophenyl)-1-(8-fluoro-3-(2-hydroxyethyl)-6-oxo-1,2,3,4,5,6-hexahydrobenzo[c][1,7]naphthyridin-1-yl)-1-methylurea ClC=1C=C(C=CC1F)NC(N(C)[C@H]1C=2C3=C(C(NC2CN(C1)CCO)=O)C=C(C=C3)F)=O